2-[benzenesulfonyl-(2-chloro-5-trifluoromethyl-phenyl)-amino]-N-benzyl-acetamide C1(=CC=CC=C1)S(=O)(=O)N(CC(=O)NCC1=CC=CC=C1)C1=C(C=CC(=C1)C(F)(F)F)Cl